(6S)-6-methyl-3-(3-methyl-1H-pyrrolo[2,3-b]pyridin-4-yl)-2-[4-(trifluoromethyl)phenyl]-4,5,6,7-tetrahydropyrazolo[1,5-a]pyrazine hydrogen chloride Cl.C[C@@H]1NCC=2N(C1)N=C(C2C2=C1C(=NC=C2)NC=C1C)C1=CC=C(C=C1)C(F)(F)F